8-methyl-7-(3-((1-methyl-1H-pyrazol-5-yl)amino)-7,8-dihydro-1,6-naphthyridin-6(5H)-yl)-4H-pyrimido[1,2-b]pyridazin-4-one CC1=CC=2N(N=C1N1CC=3C=C(C=NC3CC1)NC1=CC=NN1C)C(C=CN2)=O